Benzyl (2,4-diamino-3-hydroxy-4-oxobutyl)carbamate NC(CNC(OCC1=CC=CC=C1)=O)C(C(=O)N)O